BrC=1C(=CC(=NC1)I)F 5-bromo-4-fluoro-2-iodo-pyridine